BrC=1C(=C(C=C(C1)C(F)(F)F)[C@@]1(CC(=NO1)C1=CC(=C(C(=O)N[C@@H]2CN(C(C2)=O)CC)C=C1)C)C(F)(F)F)F |o1:11| 4-((S*)-5-(3-bromo-2-fluoro-5-(trifluoromethyl)phenyl)-5-(trifluoromethyl)-4,5-dihydroisoxazol-3-yl)-N-((S)-1-ethyl-5-oxopyrrolidin-3-yl)-2-methylbenzamide